NC1CCC(CC1)NC(=O)C=1N(C2=CC(=CC=C2C1)C(N)=N)CC1=CC=CC=2SC(=CC21)CO N-((1r,4r)-4-aminocyclohexyl)-6-carbamimidoyl-1-((2-(hydroxymethyl)benzo[b]thiophen-4-yl)methyl)-1H-indole-2-carboxamide